((2R,5R)-4-(((2-(4,4-difluoropiperidin-1-yl)-6-methoxy-7-(3-(pyrrolidin-1-yl)propoxy)quinazolin-4-yl)amino)methyl)-5-methylmorpholin-2-yl)methanol FC1(CCN(CC1)C1=NC2=CC(=C(C=C2C(=N1)NCN1C[C@@H](OC[C@H]1C)CO)OC)OCCCN1CCCC1)F